C1=C(C=CC=2CCCCC12)N 5,6,7,8-tetrahydro-2-naphthylamine